1-((1-fluorocyclohexyl)methyl)-N-(3-(methylsulfonyl)phenyl)-4-(trifluoromethyl)-1H-pyrazole-5-carboxamide FC1(CCCCC1)CN1N=CC(=C1C(=O)NC1=CC(=CC=C1)S(=O)(=O)C)C(F)(F)F